[Na+].OC(C(=O)[O-])=C 2-hydroxyacrylic acid sodium salt